C(C)(=O)OCCC[Si](OCC)(OCC)OCC acetyloxypropyl-triethoxysilane